N-(2'-aminoethyl)-3-methoxybenzene-1-sulfonylamine hydrochloride Cl.NCCNS(=O)(=O)C1=CC(=CC=C1)OC